(1S,3aR,6aS)-N-((S)-1-amino-1-oxo-3-((S)-2-oxopiperidin-3-yl)propan-2-yl)-5,5-difluoro-2-(9-hydroxy-9H-fluorene-9-carbonyl)octahydrocyclopenta[c]pyrrole-1-carboxamide NC([C@H](C[C@H]1C(NCCC1)=O)NC(=O)[C@H]1N(C[C@H]2[C@@H]1CC(C2)(F)F)C(=O)C2(C1=CC=CC=C1C=1C=CC=CC21)O)=O